NCCOCCOCCOCCOCCOCCOCCN(C/C=C/C(=O)OC)C methyl (E)-4-[2-[2-[2-[2-[2-[2-(2-aminoethoxy)ethoxy]ethoxy]ethoxy]ethoxy]ethoxy]ethyl-methylamino]but-2-enoate